2-((1H-benzo[d]imidazole-2-yl)(2-hydroxyphenyl)methyl)-6-(4-(piperazine-1-yl)phenyl)isoindolin-1-one N1C(=NC2=C1C=CC=C2)C(N2C(C1=CC(=CC=C1C2)C2=CC=C(C=C2)N2CCNCC2)=O)C2=C(C=CC=C2)O